C([C@@H](C(=O)[O-])[NH3+])C(=O)OP(=O)([O-])[O-] The molecule is dianionic form of 4-phosphonato-L-aspartic acid having carboxylic acid and phosphate functions in anionic form and a protonated nitrogen. It is a conjugate base of a 4-phospho-L-aspartic acid.